ClC1=CC=C(C=C1)C=1N=C(SC1SC(C)C)N1N=C(C(=C1C(=O)O)C1=CC(=NC(=C1)C)C)C 1-(4-(4-chlorophenyl)-5-(isopropylsulfanyl)thiazol-2-yl)-4-(2,6-dimethylpyridin-4-yl)-3-methyl-1H-pyrazole-5-carboxylic acid